ClC=1C=C(C=CC1F)NC1=C2C=C(NC2=C(C=C1)C#N)C(=O)OCC.C1(=CC=CC2=CC=CC=C12)OC1(CC(=CC=C1)N)N 1-(1-naphthyloxy) m-phenylenediamine Ethyl 4-((3-chloro-4-fluorophenyl) amino)-7-cyano-1H-indole-2-carboxylate